tert-butyl (R)-3-(3-chloro-5-(4-((3-oxopropyl)amino)-1,3,5-triazin-2-yl)phenyl)morpholine-4-carboxylate ClC=1C=C(C=C(C1)C1=NC=NC(=N1)NCCC=O)[C@H]1N(CCOC1)C(=O)OC(C)(C)C